methyl (2S)-2-((2-(2-fluoro-4-(methylsulfinyl)phenyl)-7-methyl-imidazo[1,2-a]pyridin-3-yl)methyl)morpholine-4-carboxylate FC1=C(C=CC(=C1)S(=O)C)C=1N=C2N(C=CC(=C2)C)C1C[C@H]1CN(CCO1)C(=O)OC